(2-chloroethyl)-4-fluoropiperidine ClCCN1CCC(CC1)F